O1CCC(=CC1)C=1C=CC(=C(C1)O)C=1N=NC(=CC1)N(C1CC(NC(C1)(C)C)(C)C)C 5-(3,6-dihydro-2H-pyran-4-yl)-2-(6-(methyl(2,2,6,6-tetramethylpiperidin-4-yl)amino)pyridazin-3-yl)phenol